(S)-2-(6-(5-([1,4'-bipiperidin]-4-yl)pyrimidin-2-yl)-5-methyl-6,7,8,9-tetrahydro-5H-pyrido[3',4':4,5]pyrrolo[2,3-c]pyridazin-3-yl)phenol N1(CCC(CC1)C=1C=NC(=NC1)N1[C@H](C2=C(NC=3N=NC(=CC32)C3=C(C=CC=C3)O)CC1)C)C1CCNCC1